3-(allyloxy)-3,7-dimethyloct-1-ene C(C=C)OC(C=C)(CCCC(C)C)C